trans-2-(hydroxymethyl)-N-(3-(2-methoxyphenyl)-1-((2-(trimethylsilyl)ethoxy)methyl)-1H-pyrrolo[2,3-b]pyridin-6-yl)cyclopropane-1-carboxamide OC[C@H]1[C@@H](C1)C(=O)NC1=CC=C2C(=N1)N(C=C2C2=C(C=CC=C2)OC)COCC[Si](C)(C)C